O1C=CN=CC=CC=CC=CC=CC=C1 [1,4]oxazacyclopentadecine